((1-(tetrahydro-2H-pyran-2-yl)-5-(thiophen-2-yl)-1H-pyrazol-3-yl)methyl)-2-(trifluoromethoxy)benzamide 1-Tert-butyl-(3-(4-chloro-2-methylphenyl)prop-2-yn-1-yl)carbamate C(C)(C)(C)C(C#CC1=C(C=C(C=C1)Cl)C)NC(O)=O.O1C(CCCC1)N1N=C(C=C1C=1SC=CC1)CC=1C(=C(C(=O)N)C=CC1)OC(F)(F)F